BrC1=C(C(=CC(=C1)Cl)Cl)N1CCCN(S1(=O)=O)CC(=O)NC1C2CC3(CC(CC1C3)C2)C(=O)N 4-(2-(6-(2-bromo-4,6-dichlorophenyl)-1,1-dioxido-1,2,6-thiadiazinan-2-yl)acetamido)adamantan-1-carboxamide